2-methoxyethyl (1R,3s,5S)-3-((4-chloro-6-((5-methyl-1H-pyrazol-3-yl)amino)pyrimidin-2-yl)(methyl)amino)-9-azabicyclo[3.3.1]nonane-9-carboxylate ClC1=NC(=NC(=C1)NC1=NNC(=C1)C)N(C1C[C@H]2CCC[C@@H](C1)N2C(=O)OCCOC)C